4-(4-((1-(3-Methoxybenzoyl)azetidin-3-yl)sulfonyl)-3,4-dihydro-2H-pyrido[4,3-b][1,4]thiazin-8-yl)benzonitrile COC=1C=C(C(=O)N2CC(C2)S(=O)(=O)N2C3=C(SCC2)C(=CN=C3)C3=CC=C(C#N)C=C3)C=CC1